NC1=NN2C(N=C(C=C2)C=2C=C3CN(C(C3=C(C2)OC(F)(F)F)=O)[C@H](C(F)(F)F)C)=C1C(=O)N[C@@H](CO)C 2-amino-N-[(2R)-1-hydroxypropan-2-yl]-5-[1-oxo-7-(trifluoromethoxy)-2-[(2S)-1,1,1-trifluoropropan-2-yl]-2,3-dihydro-1H-isoindol-5-yl]pyrazolo[1,5-a]pyrimidine-3-carboxamide